(1S,2S,3S,6R)-6-((2-(4-chloronaphthalen-1-yl)ethyl)amino)-4-(fluoromethyl)cyclohex-4-ene-1,2,3-triol ClC1=CC=C(C2=CC=CC=C12)CCN[C@@H]1C=C([C@@H]([C@@H]([C@H]1O)O)O)CF